C1=C(C=CC=2C3=CC=CC=C3C3=CC=CC=C3C3=CC=CC=C3C12)C1=CC=2N3C4=C(C=CC=C4C2C=C1)C1=CC=CC=C13 10-(tetraphenylene-2-yl)indolo[3,2,1-jk]carbazole